N-(4-(3-amino-6-methylisoxazolo[3,4-b]pyridin-4-yl)phenyl)-2-(3-(trifluoromethoxy)phenyl)acetamide NC=1ON=C2N=C(C=C(C21)C2=CC=C(C=C2)NC(CC2=CC(=CC=C2)OC(F)(F)F)=O)C